2,2,2-trifluoro-N-(4-methylpyridin-3-yl)acetamide, trifluoroacetic acid salt FC(C(=O)O)(F)F.FC(C(=O)NC=1C=NC=CC1C)(F)F